COCC1N(C(C2=CC(=CC=C12)C)=O)C(=O)OC(C)(C)C tert-butyl 1-(methoxymethyl)-5-methyl-3-oxoisoindoline-2-carboxylate